ClC(C(=O)OC(C)(C)C)=NO tert-butyl 2-chloro-2-(hydroxyimino)acetate